FC(C)(F)C1=CC(=C(C=N1)C1=NC=CC(=C1C=O)NC(OC(C)(C)C)=O)OC tert-butyl [6'-(1,1-difluoroethyl)-3-formyl-4'-methoxy[2,3'-bipyridin]-4-yl]carbamate